5,5'-methylenebis(2-hydroxy-4-methoxybenzophenone) COC1=CC(=C(C=C1CC2=CC(=C(C=C2OC)O)C(=O)C3=CC=CC=C3)C(=O)C4=CC=CC=C4)O